4-(N-cyclopentyl-[1,1'-biphenyl]-4-ylsulfonamido)-2-hydroxybenzoic acid C1(CCCC1)N(S(=O)(=O)C1=CC=C(C=C1)C1=CC=CC=C1)C1=CC(=C(C(=O)O)C=C1)O